(2R)-2-[[4-(2-chloro-4-fluoro-phenyl)-7-quinolyl]oxy]-N-[4-(2-hydroxyethyl)phenyl]propanamide ClC1=C(C=CC(=C1)F)C1=CC=NC2=CC(=CC=C12)O[C@@H](C(=O)NC1=CC=C(C=C1)CCO)C